N=1NC=C2C=CC(=CC12)C=1C(=NC(=CN1)CCCOC)N1CCC(CC1)C(=O)O 1-(3-(2H-indazol-6-yl)-6-(3-methoxypropyl)pyrazin-2-yl)piperidine-4-carboxylic acid